OC1=C(C(N(C=C1)C)=O)NC(N[C@@H](CC(=O)O)C=1C=C(C(=CC1)OC)C1=CC=C(C=C1)OC(F)(F)F)=O (S)-3-(3-(4-hydroxy-1-methyl-2-oxo-1,2-dihydropyridin-3-yl)ureido)-3-(6-methoxy-4'-(trifluoromethoxy)biphenyl-3-yl)propionic acid